Pentasodium diethylenetriamine NCCNCCN.[Na].[Na].[Na].[Na].[Na]